7-(3,4-difluoro-2-methyl-phenoxy)-1-hydroxy-4-(trifluoromethyl)-3H-oxaborolo[3,4-c]pyridine FC=1C(=C(OC=2N=CC(=C3C2B(OC3)O)C(F)(F)F)C=CC1F)C